O=C1C2=C(NC(N1)=S)CN(C2)C(=O)OC(C)(C)C tert-butyl 4-oxo-2-thioxo-1,2,3,4,5,7-hexahydro-6H-pyrrolo[3,4-d]pyrimidine-6-carboxylate